N-[(1S)-1-[[2-chloro-5-[2-[(3R)-3-methylpiperazin-1-yl]-4-pyridyl]phenyl]methyl]-2-[4-(3-methylimidazol-4-yl)anilino]-2-oxo-ethyl]-2-methyl-pyrazole-3-carboxamide ClC1=C(C=C(C=C1)C1=CC(=NC=C1)N1C[C@H](NCC1)C)C[C@@H](C(=O)NC1=CC=C(C=C1)C=1N(C=NC1)C)NC(=O)C=1N(N=CC1)C